10-chloro-3-methoxy-6-methylspiro[benzo[c]pyrido[3,2-e]azepine-7,1'-cyclopropan]-5(6H)-one ClC1=CC2=C(C=C1)C1(CC1)N(C(C1=C2C=CC(=N1)OC)=O)C